O[C@H]1CN(CC1)CC=1C=CC(=NC1)N1COC=C1 3-(5-(((R)-3-hydroxypyrrolidin-1-yl)methyl)pyridin-2-yl)oxazol